tin indium copper [Cu].[In].[Sn]